FC=1C=C(C=CC1OC)C1=CN=C2N1C=CN=C2NC2=CC(=C(C=C2)C(=O)N2CCN(CC2)C(=O)[C@H]2NC[C@](C2)(C)O)C [4-[[3-(3-fluoro-4-methoxyphenyl)imidazo[1,2-a]pyrazin-8-yl]amino]-2-methylphenyl]-[4-[(2S,4R)-4-hydroxy-4-methylpyrrolidine-2-carbonyl]piperazin-1-yl]methanone